(R)-2-(4-(1-(difluoromethyl)-1H-pyrazol-4-yl)phenyl)-4-methylpent-4-enoic acid isopropyl ester C(C)(C)OC([C@H](CC(=C)C)C1=CC=C(C=C1)C=1C=NN(C1)C(F)F)=O